C(C)(C)(C)C=1C=C(NN1)NC(=O)NC1=CC=C(C=C1)N1C=NC2=C1C=CC(=C2)OCC(COC)O 1-(5-tert-butyl-2H-pyrazol-3-yl)-3-{4-[5-(2-hydroxy-3-methoxy-propoxy)-benzoimidazol-1-yl]-phenyl}-urea